C1(CC1)N1C(C2=C(C=C1)NC(=C2C2=CC=CC=C2)C2=CC(=NC=C2)NC(CC2=CC=C(C=C2)F)=O)=O N-[4-(5-Cyclopropyl-4-oxo-3-phenyl-4,5-dihydro-1H-pyrrolo[3,2-c]pyridin-2-yl)pyridin-2-yl]-2-(4-fluorophenyl)acetamid